(S)-2-((1r,4S)-4-(((tert-butoxycarbonyl)amino)methyl)cyclohexane-1-carboxamido)-3-(4-iodophenyl)propanoic acid C(C)(C)(C)OC(=O)NCC1CCC(CC1)C(=O)N[C@H](C(=O)O)CC1=CC=C(C=C1)I